S(=O)(C1=CC=C(C=C1)N)(=O)[O-].[Na+].N1=NN=CC=C1 triazine sodium sulfanilate